2-[2-(difluoromethoxy)phenyl]-N-{3-sulfamoyl-4-[3-(Trifluoromethyl)-1H-1,2,4-triazol-1-yl]phenyl}acetamide FC(OC1=C(C=CC=C1)CC(=O)NC1=CC(=C(C=C1)N1N=C(N=C1)C(F)(F)F)S(N)(=O)=O)F